(2S,5R)-5-(2-chlorophenyl)-1-(3-phenylpropionyl)pyrrolidine-2-carboxylic acid ClC1=C(C=CC=C1)[C@H]1CC[C@H](N1C(CCC1=CC=CC=C1)=O)C(=O)O